C(C)N(C=1C(=NN2C1CCC1=CC(=CC=C21)F)C2CCN(CC2)C(=O)OC(C)(C)C)CC tert-butyl 4-(3-(diethylamino)-7-fluoro-4,5-dihydropyrazolo[1,5-a]quinolin-2-yl)piperidine-1-carboxylate